C(C1=CC=CC=C1)OC(=O)N[C@H](C(=O)O)C(C)(C)C (S)-2-(((benzyloxy)carbonyl)amino)-3,3-dimethylbutanoic acid